pyrazolo[1,5-a]pyridine-7-amine dihydrochloride Cl.Cl.N1=CC=C2N1C(=CC=C2)N